2,3-dithiolon C1S(SC=C1)=O